C(C1=CC=C(C(=O)OCC2C3C=CC(C2)C3)C=C1)(=O)OCC1C3C=CC(C1)C3 bis(bicyclo[2.2.1]hept-5-en-2-ylmethyl) terephthalate